butyl 6-((2-fluoro-4-methyl-5-(pyridin-2-yl) phenyl) carbamoyl)-3,6-diazabicyclo[3.1.1]heptane-3-carboxylate FC1=C(C=C(C(=C1)C)C1=NC=CC=C1)NC(=O)N1C2CN(CC1C2)C(=O)OCCCC